3-bromo-N-(2-methyl-4-cyano-6-(methionyl)phenyl)-1-(3-chloro-2-pyridyl)-1H-pyrazole-5-carboxamide BrC1=NN(C(=C1)C(=O)NC1=C(C=C(C=C1C([C@@H](N)CCSC)=O)C#N)C)C1=NC=CC=C1Cl